ClC1=C(C=CC=C1)N1C(=NN=C1C1=NC=NC=C1)C1CC(C1)NC(C1=CC(=CC=C1)C#N)=O N-((1R,3r)-3-(4-(2-chlorophenyl)-5-(pyrimidin-4-yl)-4H-1,2,4-triazol-3-yl)cyclobutyl)-3-cyanobenzamide